(3R,4S)-1-(5,6-difluoro-1-((5-fluoropyridin-2-yl)methyl)-1H-benzo[d]imidazol-2-yl)-4-fluoropiperidin-3-amine FC1=CC2=C(N(C(=N2)N2C[C@H]([C@H](CC2)F)N)CC2=NC=C(C=C2)F)C=C1F